titanium tris(dodecylphenyl-sulfonate) isopropoxide CC([O-])C.C(CCCCCCCCCCC)C1=C(C=CC=C1)S(=O)(=O)[O-].C(CCCCCCCCCCC)C1=C(C=CC=C1)S(=O)(=O)[O-].C(CCCCCCCCCCC)C1=C(C=CC=C1)S(=O)(=O)[O-].[Ti+4]